tert-butyl (2R,3R)-3-(ethylamino)-2-methylpyrrolidine-1-carboxylate C(C)N[C@H]1[C@H](N(CC1)C(=O)OC(C)(C)C)C